4-tert-butyl-β-chloro-α-methyl-cinnamaldehyde C(C)(C)(C)C1=CC=C(C(=C(C=O)C)Cl)C=C1